C(C)NS(=O)(=O)CC1=CC(=CC=C1)B1OC(C(O1)(C)C)(C)C N-ethyl-1-(3-(4,4,5,5-tetramethyl-1,3,2-dioxaborolan-2-yl)phenyl)methanesulfonamide